C1=CSSC=C1 dithiin